1-(1H-Pyrazol-4-ylmethyl)-3-[4-(2-pyridin-3-yl-benzenesulfonyl)-phenyl]-urea N1N=CC(=C1)CNC(=O)NC1=CC=C(C=C1)S(=O)(=O)C1=C(C=CC=C1)C=1C=NC=CC1